FC(C(=O)[O-])(F)F.COC=1C=C(\C=C\2/CC(C\C(\C2=O)=C/C2=CC(=C(C=C2)OC)OC)NC(=O)C2=C(C=CC=C2)[NH3+])C=CC1OC 2-((3,5-Bis((E)-3,4-dimethoxybenzylidene)-4-oxocyclohexyl)carbamoyl)benzenaminium trifluoroacetate